3-[[6-(difluoromethoxy)-4-[2-[(2,6-dimethylpyrimidin-4-yl)amino]pyrazolo[1,5-a]pyridin-5-yl]-3-pyridyl]oxy]-2,2-dimethyl-propanamide FC(OC1=CC(=C(C=N1)OCC(C(=O)N)(C)C)C1=CC=2N(C=C1)N=C(C2)NC2=NC(=NC(=C2)C)C)F